C(CCCCCCC)(=O)OCCCCCCCCCCCCCCCCCCCCCCCCCCCCCCCCCC cetylstearyl caprylate